C1(CC1)C([C@@H](C(=O)NC1=NC(=C(C=C1)C=1C(=NNC1C)C)F)NC(=O)C=1N(N=CC1)CC)C1CC1 N-[(1S)-1-(dicyclopropylmethyl)-2-[[5-(3,5-dimethyl-1H-pyrazol-4-yl)-6-fluoro-2-pyridyl]amino]-2-oxo-ethyl]-2-ethyl-pyrazole-3-carboxamide